(6-vinyl-pyrazolo[1,5-a]pyrimidin-3-yl)carbamic acid tert-butyl ester C(C)(C)(C)OC(NC=1C=NN2C1N=CC(=C2)C=C)=O